C1(CC=C(C=C1)C)(C)C(=O)[O-] para-xyleneAT